3-amino-4-methoxyphenol hydrochloride Cl.NC=1C=C(C=CC1OC)O